C(#N)C1=CC(=NC=C1)N1CC(C2=C1N=CN=C2N2C[C@H](N(C[C@@H]2C)C(=O)OC(C)(C)C)C)(C)C(F)F tert-butyl (2R,5S)-4-[7-(4-cyano-2-pyridinyl)-5-(difluoromethyl)-5-methyl-6H-pyrrolo[2,3-d]pyrimidin-4-yl]-2,5-dimethylpiperazine-1-carboxylate